3,5-dimethyl-2-[2-[2-(trifluoromethyl)morpholin-4-yl]-[1,2,4]triazolo[1,5-a]pyrimidin-5-yl]phenol CC=1C(=C(C=C(C1)C)O)C1=NC=2N(C=C1)N=C(N2)N2CC(OCC2)C(F)(F)F